2-(azepan-1-yl)-4-((3-methoxyphenyl)amino)pyrimido[4,5-d]pyridazin-5(6H)-one N1(CCCCCC1)C=1N=C(C2=C(C=NNC2=O)N1)NC1=CC(=CC=C1)OC